C1(=CC=CC=C1)[SiH](C#CC1=CC=CC=C1)C1=CC=CC=C1 Diphenylphenylethynyl-silane